C(C#C)N 2-propyn-1-amine